N-(tert-butoxycarbonyl)proline C(C)(C)(C)OC(=O)N1[C@@H](CCC1)C(=O)O